[Cl-].CO[Si](CCC[N+](CCCCCCCCCCCCCCCC)(C)C)(OC)OC 3-(trimethoxysilyl)propyldimethylhexadecyl-ammonium chloride